N-[3-(methyldiethylammonio)propyl]acrylamide C[N+](CCCNC(C=C)=O)(CC)CC